4,4'-(buta-1,3-diyne-1,4-diyl)dianiline C(#CC#CC1=CC=C(N)C=C1)C1=CC=C(N)C=C1